NC=1N=C(N(C(C1SC1=C(C(=CC=C1)Cl)Cl)=O)C)N1C[C@@H](N(CC1)C(=O)OC(C)(C)C)C(=O)O (R)-4-(4-amino-5-((2,3-dichlorophenyl)thio)-1-methyl-6-oxo-1,6-dihydropyrimidin-2-yl)-1-(tert-Butoxycarbonyl)piperazine-2-carboxylic acid